CNC(=O)C1CC(C1)C(F)(F)F N-methyl-3-(trifluoromethyl)cyclobutanecarboxamide